C(C)(C)(C)OC(NS(=O)(=O)N1CC2=CC=C(C=C2CC1)C1=NNC(C2=CC=CC=C12)=O)=O ((6-(4-oxo-3,4-dihydrophthalazin-1-yl)-3,4-dihydroisoquinolin-2(1H)-yl)sulfonyl)carbamic acid tert-butyl ester